5-(2-chloroethyl)-1-(4-chlorophenyl)-6-(6-fluoropyridin-3-yl)-1,5-dihydro-4H-pyrazolo[3,4-d]pyrimidin-4-one ClCCN1C(=NC2=C(C1=O)C=NN2C2=CC=C(C=C2)Cl)C=2C=NC(=CC2)F